FC1=C(C=CC=C1)C=1C=C2CNCC2=CC1 5-(2-fluorophenyl)isoindolin